O=C1C=C(C=NN1C1OCCCC1)CCC=O 3-(6-oxo-1-(tetrahydro-2H-pyran-2-yl)-1,6-dihydropyridazin-4-yl)propanal